ClC1=CC=C(CN(N)C2=CC=C(C=C2)C(C)C)C=C1 1-(4-chlorobenzyl)-1-(4-isopropylphenyl)hydrazine